CC1=C(C(=O)P(C)=O)C(=CC(=C1)C)C 2,4,6-trimethylbenzoyl-methylphosphine oxide